N1C=NC2=C1C=CC(=C2)C2=CC=C(C=C2)CC(=O)O 2-(4-(1H-benzo[d]imidazol-5-yl)phenyl)acetic acid